N-(5-(3,5-dimethoxyphenethyl)-1H-pyrazol-3-yl)-2-propionamidobenzamide COC=1C=C(CCC2=CC(=NN2)NC(C2=C(C=CC=C2)NC(CC)=O)=O)C=C(C1)OC